6-(4-Chlorophenyl)-1-[(5-fluoro-3-pyridyl)methyl]pyrazolo[4,3-b]pyridine trifluoroacetate salt FC(C(=O)O)(F)F.ClC1=CC=C(C=C1)C=1C=C2C(=NC1)C=NN2CC=2C=NC=C(C2)F